N-[4-(2-oxa-7-azaspiro[3.5]nonane-7-carbonyl)-3-[6-(trifluoromethyl)pyridin-2-yl]phenyl]cyclopropanecarboxamide C1OCC12CCN(CC2)C(=O)C2=C(C=C(C=C2)NC(=O)C2CC2)C2=NC(=CC=C2)C(F)(F)F